3-(8-(1,3-dimethyl-2,4-dioxo-1,2,3,4-tetrahydropyrimidin-5-yl)chroman-5-yl)propanoic acid CN1C(N(C(C(=C1)C=1C=CC(=C2CCCOC12)CCC(=O)O)=O)C)=O